2-((2r,3s,4s)-5-chloro-6-fluoro-3-methyl-2-((methylamino)methyl)-2-(pyridin-2-yl)-2,3-dihydrobenzofuran-4-yl)-3-fluoro-4-(2-hydroxyethoxy)benzamide ClC=1C(=CC2=C([C@@H]([C@](O2)(C2=NC=CC=C2)CNC)C)C1C1=C(C(=O)N)C=CC(=C1F)OCCO)F